C(#N)N1CC(CC1)CNC(=O)C1=CC(=NO1)C1=CC=CC=C1 N-((1-Cyanopyrrolidin-3-yl)methyl)-3-phenylisoxazole-5-carboxamide